tert-butyl 2-oxo-5-(trifluoromethyl)pyrrolidine-1-carboxylate O=C1N(C(CC1)C(F)(F)F)C(=O)OC(C)(C)C